2-Oxo-2-[rac-(2R,5S)-5-methyl-2-(p-tolyl)-1-piperidyl]acetamide Ethyl-2-oxo-2-[rac-(2R,5S)-5-methyl-2-(p-tolyl)-1-piperidyl]acetate C(C)OC(C(N1[C@H](CC[C@@H](C1)C)C1=CC=C(C=C1)C)=O)=O.O=C(C(=O)N)N1[C@H](CC[C@@H](C1)C)C1=CC=C(C=C1)C |r|